5-(4-((1,4-dioxan-2-yl)methoxy)-3-chlorophenyl)-2-oxo-6-(trifluoromethyl)-1,2-dihydropyridine-3-carboxamide O1C(COCC1)COC1=C(C=C(C=C1)C=1C=C(C(NC1C(F)(F)F)=O)C(=O)N)Cl